methyl (S)-2-(2-(1H-pyrazol-1-yl)ethyl)-3-(2-((2-cyanoethyl)amino)ethyl)-7-methyl-3,7,8,9-tetrahydro-6H-imidazo[4,5-f]quinoline-6-carboxylate N1(N=CC=C1)CCC=1N(C=2C(=C3CC[C@@H](N(C3=CC2)C(=O)OC)C)N1)CCNCCC#N